CC/C=C\\C/C=C\\C/C=C\\C/C=C\\C/C=C\\C/C=C\\CCCCCCCCCCCCCCCCC(=O)O The molecule is a very long-chain omega-3 fatty acid that is hexatriacontanoic acid having six double bonds located at positions 18, 21, 24, 27, 30 and 33 (the 18Z,21Z,24Z,27Z,30Z,33Z-isomer). It is an omega-3 fatty acid and a hexatriacontahexaenoic acid. It is a conjugate acid of a (18Z,21Z,24Z,27Z,30Z,33Z)-hexatriacontahexaenoate.